ClC=1C(=C(C=CC1)NC1=C(NC2=C1C(NCC2CC(=O)N)=O)C2=C(C=NC=C2)F)OC 2-{3-[(3-chloro-2-methoxyphenyl)amino]-2-(3-fluoropyridin-4-yl)-4-oxo-1H,5H,6H,7H-pyrrolo[3,2-c]pyridin-7-yl}acetamide